ClC1=C(C#N)C=CC(=C1)N1CC2(CC1)CCN(CC2)C2=CC=C(C=C2)C(=O)N2CC1CN(CC(C2)C1)C1CCN(CC1)C=1C=C2C(N(C(C2=CC1)=O)C1C(NC(CC1)=O)=O)=O 2-chloro-4-(8-(4-(7-(1-(2-(2,6-dioxopiperidin-3-yl)-1,3-dioxoisoindolin-5-yl)piperidin-4-yl)-3,7-diazabicyclo[3.3.1]Nonane-3-carbonyl)phenyl)-2,8-diazaspiro[4.5]Decan-2-yl)benzonitrile